C(C)(C)(C)OC(CN1CCNCCN(CCNCC1)C(CN1CCN(CCN(CCN(CC1)CC(=O)OC(C)(C)C)CC(=O)[O-])CC(=O)[O-])=O)=O tert-butyl 2,2',2''-(10-(2-(7-(2-(tert-butoxy)-2-oxoethyl)-1,4,7,10-tetraazacyclododecane-1-yl)-2-oxoethyl)-1,4,7,10-tetraazacyclododecane-1,4,7-triyl)triacetate